BrC=1C=C2C(=C(C(=NC2=CC1)C)Cl)O 6-bromo-3-chloro-2-methylquinolin-4-ol